3-(N-phenylamino)-1,2-propanediol C1(=CC=CC=C1)NCC(CO)O